FC(C=1C(=NC=CC1)N)(F)F 3-(trifluoromethyl)pyridine-2-amine